1-hydrazinylphthalazine N(N)C1=NN=CC2=CC=CC=C12